CC1=C(C(=O)NC=2C=C(C=CC2C(F)(F)F)[C@@H]2[C@@H](C2)C(=O)O)C=CC(=C1)OCCC1=CC=CC=C1 (1R,2S)-2-[3-{[2-methyl-4-(2-phenylethoxy)benzoyl]amino}-4-(trifluoromethyl)phenyl]cyclopropanecarboxylic acid